1-azido 2-deoxy-2-acetamido-3,4,6-tri-O-acetyl-β-D-galactopyranoside C(C)(=O)N[C@H]1[C@H](ON=[N+]=[N-])O[C@@H]([C@@H]([C@@H]1OC(C)=O)OC(C)=O)COC(C)=O